2-(4-diethylamino-2-hydroxytoluoyl)-benzoic acid hexyl ester C(CCCCC)OC(C1=C(C=CC=C1)C(=O)C1(C(C=CC(=C1)N(CC)CC)C)O)=O